COCCOC=1C=C(CN(C=2OC=C(N2)CN2CCOCC2)CC2=CC(=CC=C2)OCCOC)C=CC1 N,N-bis(3-(2-methoxyethoxy)benzyl)-4-(morpholinomethyl)oxazol-2-amine